Zirconium carboxyethylacrylate C(=O)(O)CCOC(C=C)=O.[Zr]